C(CC=C)N1C(C2=C(C(=C1)C1=CC(=CC3=C1N=CN3)C(=O)N(C)C)C=CN2)=O 7-(6-but-3-enyl-7-oxo-1H-pyrrolo[2,3-c]pyridin-4-yl)-N,N-dimethyl-3H-benzoimidazole-5-carboxamide